(R)-((2-(3-(2-oxooxazolidin-4-yl)propanoyl)-2-azaspiro[3.3]heptan-6-ylidene)methyl)boronic acid O=C1OC[C@H](N1)CCC(=O)N1CC2(C1)CC(C2)=CB(O)O